(1R,2S,5S)-N-[cyano(phthalazin-1-yl)methyl]-3-[(2S)-2-(cyclopropanecarbonylamino)-3,3-dimethyl-butanoyl]-6,6-dimethyl-3-azabicyclo[3.1.0]hexane-2-carboxamide C(#N)C(NC(=O)[C@@H]1[C@H]2C([C@H]2CN1C([C@H](C(C)(C)C)NC(=O)C1CC1)=O)(C)C)C1=NN=CC2=CC=CC=C12